C(N)(OCC#CC1(C2CC3CC(CC1C3)C2)O)=O (3-((1r,3r,5r,7r)-2-hydroxyadamantan-2-yl) prop-2-yn-1-yl) carbamate